CN1N=CC(=C1)C(=O)OC[C@](CCCC)(C)N (R)-2-amino-2-methylhexyl 1-methyl-1H-pyrazole-4-carboxylate